1-ethyl-3-(5-((1-(2-fluoro-6-(1H-pyrazol-1-yl)pyridin-3-yl)piperidin-4-yl)methyl)-1-methyl-1H-pyrazol-3-yl)urea C(C)NC(=O)NC1=NN(C(=C1)CC1CCN(CC1)C=1C(=NC(=CC1)N1N=CC=C1)F)C